4-((5-(Imidazo[1,2-a]pyridin-6-yl)-7H-pyrrolo[2,3-d]pyrimidin-2-yl)amino)-1-methylcyclohexan-1-ol N=1C=CN2C1C=CC(=C2)C2=CNC=1N=C(N=CC12)NC1CCC(CC1)(O)C